methyl 4-(N-hexylamino)benzoate C(CCCCC)NC1=CC=C(C(=O)OC)C=C1